C12(CC3CC(CC(C1)C3)C2)NCC=2C=C3CN(C(C3=CC2)=O)N2C(NC(CC2)=O)=O 1-(5-((((3s,5s,7s)-adamantan-1-yl)amino)methyl)-1-oxoisoindolin-2-yl)dihydropyrimidine-2,4(1H,3H)-dione